o-Hydroxy-2-phenylethyldiphosphonat OC1=C(C=CC=C1)CCP(=O)([O-])OP(=O)[O-]